NC1=C(C(=NC(N1C)=O)N1C[C@H](N(C[C@@H]1C)C(=O)OC(C)(C)C)C)[N+](=O)[O-] tert-butyl (2R,5S)-4-(6-amino-1-methyl-5-nitro-2-oxo-1,2-dihydropyrimidin-4-yl)-2,5-dimethylpiperazine-1-carboxylate